N-[6-[4-(2-hydroxyethyl)piperazin-1-yl]-2,2-dimethyl-3H-furo[2,3-b]pyridin-5-yl]pyrazolo[1,5-a]pyrimidine-3-carboxamide OCCN1CCN(CC1)C1=C(C=C2C(=N1)OC(C2)(C)C)NC(=O)C=2C=NN1C2N=CC=C1